BrC1=CC=C(S1)CNC(OC(C)(C)C)=O tert-butyl (5-bromothiophen-2-yl)methylcarbamate